N-(2,6-difluoro-3-(2-(trifluoromethoxy)acetamido)phenyl)-2,3-difluorobenzamide FC1=C(C(=CC=C1NC(COC(F)(F)F)=O)F)NC(C1=C(C(=CC=C1)F)F)=O